C(C)OC(=O)C=1C=CC(=C(C1)C1CN(CC1)C(=O)OC(C)(C)C)OC tert-butyl 3-(5-(ethoxycarbonyl)-2-methoxyphenyl)pyrrolidine-1-carboxylate